carbon terephthalate C(C1=CC=C(C(=O)[O-])C=C1)(=O)[O-].[C+4].C(C1=CC=C(C(=O)[O-])C=C1)(=O)[O-]